1,4-di-amino-9,10-anthracenedione NC1=CC=C(C=2C(C3=CC=CC=C3C(C12)=O)=O)N